CN1N=CC(=C1)S(=O)(=O)C1CCN(CC1)C(=O)OC(C)(C)C tert-butyl 4-((1-methyl-1H-pyrazol-4-yl)sulfonyl)piperidine-1-carboxylate